O=C1NC(CCC1N1C(C2=CC=C(C=C2C1=O)CN1CCC(CC1)C1=CN(C2=CC(=CC=C12)F)C)=O)=O 2-(2,6-dioxopiperidin-3-yl)-5-((4-(6-fluoro-1-methyl-1H-indol-3-yl)piperidin-1-yl)methyl)isoindoline-1,3-dione